C(C)(C)(C)OC(=O)N1CCC(CC1)C1=CC(=C2C=CN(C2=C1)C)F.FC1=CC=C(C(=O)NC2CCC(CC2)NC2=NC(=NC3=CC=C(C=C23)Cl)C(F)(F)F)C=C1 4-fluoro-N-[(1s,4s)-4-{[6-chloro-2-(trifluoromethyl)quinazolin-4-yl]amino}cyclohexyl]benzamide Tert-Butyl-4-(4-fluoro-1-methyl-1H-indol-6-yl)piperidine-1-carboxylate